C(#N)C1=CC(=C(N1C)C)N(C(=O)C=1C=C(N(C1C)C)C=1C=C2CCN(CC2=CC1C(=O)OC(C)(C)C)C(=O)OCC1=CC=CC=C1)C1=CC=CC=C1 O2-benzyl O7-tert-butyl 6-[4-[(5-cyano-1,2-dimethyl-pyrrol-3-yl)-phenyl-carbamoyl]-1,5-dimethyl-pyrrol-2-yl]-3,4-dihydro-1H-isoquinoline-2,7-dicarboxylate